FN1C(C2=CC(=CC=C2C1)C(C)(C)O)=O fluoro-6-(2-hydroxypropan-2-yl)-2,3-dihydro-1H-isoindol-1-one